4'-butoxy-2',3',3-trifluoro-[1,1'-biphenyl]-2-ol C(CCC)OC1=C(C(=C(C=C1)C=1C(=C(C=CC1)F)O)F)F